Br[C@H]1C[C@H](N(C1)C(C=C)=O)COC=1C=NC=CC1C1=C(C2=NC=CC=C2N1)C1=CC=CC=C1 1-[(2S,4S)-4-bromo-2-({[4-(3-phenyl-1H-pyrrolo[3,2-b]pyridin-2-yl)pyridin-3-yl]oxy}methyl)pyrrolidin-1-yl]prop-2-en-1-one